9-(4-((1-(3-fluoropropyl)azetidin-3-ylidene)methyl)phenyl)-8-mesityl-6,7-dihydro-5H-benzo[7]annulene-3-carboxylic acid FCCCN1CC(C1)=CC1=CC=C(C=C1)C1=C(CCCC2=C1C=CC(=C2)C(=O)O)C2=C(C=C(C=C2C)C)C